COC(NC=1NC2=C(N1)C=CC(=C2)S)=O 5-mercaptobenzimidazole-2-carbamic acid methyl ester